(E)-2-methylbut-2-enal C/C(/C=O)=C\C